BrCCOCCOC1=CC=C(C=O)C=C1 4-(2-bromoethoxy)ethoxybenzaldehyde